C(C)(C)C1=CN=C2C(=NC=NN21)NCC=2C=NC=CC2 7-Isopropyl-4-(3-pyridylmethylamino)imidazo[2,1-f][1,2,4]triazin